FC1=CC=C(C=N1)C=1C=2N(C=C(C1)OC1CC(C1)O)N=CC2C#N 4-(6-Fluoropyridin-3-yl)-6-((1r,3r)-3-hydroxycyclobutoxy)pyrazolo[1,5-a]pyridine-3-carbonitrile